C(CCCCC=C)[Si](Cl)(CC)CC 6-heptenyl-diethyl-chlorosilane